C(=O)(ON1C(CCC1=O)=O)ON1C(CCC1=O)=O 1,1'-[carbonylbis(oxy)]Di-2,5-pyrrolidinedione